C(C)(C)(C)OC(=O)N1CCC(CC1)(C(=O)O)NC(=O)OCC1C2=CC=CC=C2C=2C=CC=CC12 1-tert-butoxycarbonyl-4-(9-fluorenylmethoxycarbonyl-amino)-piperidine-4-carboxylic acid